FC(OC1=CC=2N(C=C1)C(=CN2)C2=C1C=NC(C1=C(C=C2)NC2=NC=1CNCC3(C1C=C2)CCOCC3)=O)F 4-(7-(difluoromethoxy)imidazo[1,2-a]pyridin-3-yl)-7-((2,3,5,6,7',8'-hexahydro-6'H-spiro[pyran-4,5'-[1,7]naphthyridine]-2'-yl)amino)isoindol-1-one